ClC1=CC(=C(C=C1)C1OCCC1)CCl 2-(4-Chloro-2-(chloromethyl)phenyl)tetrahydrofuran